((3,5-difluoro-4-((2-(trifluoromethyl)pyrimidin-5-yl)oxy)benzyl)oxy)-6,7,10,11-tetrahydro-4H,8H-7a,10-methanopyrimido[6',1':2,3]pyrimido[6,1-c][1,4]oxazin-4-one FC=1C=C(COC=2C=NC(N3C2N2C4(COC(C2)C4)CC3)=O)C=C(C1OC=1C=NC(=NC1)C(F)(F)F)F